ClC1=CC=C(OC(C(=O)N2CCC(CC2)NC(=O)NC2=CC=C(C=C2)OC(F)(F)F)(C)C)C=C1 1-(1-(2-(4-chlorophenoxy)-2-methylpropanoyl)piperidin-4-yl)-3-(4-(trifluoromethoxy)phenyl)urea